BrC1=CC=C2CN(C(C2=C1)=O)C(C(=O)O)C=1C2=C(N(N1)COCC[Si](C)(C)C)CCC2 (6-bromo-1-oxo-isoindolin-2-yl)-2-[1-(2-trimethylsilylethoxymethyl)-5,6-dihydro-4H-cyclopenta[c]pyrazol-3-yl]acetic acid